CN(CC#CC(=O)NC1=C(C=C(C(=C1)NC1=NC=CC(=N1)C=1C=NN2C1C=CC=C2C)OC)N(CCNC)C)C 4-(dimethylamino)-N-(4-methoxy-2-(methyl(2-(methylamino)ethyl)amino)-5-((4-(7-methylpyrazolo[1,5-a]pyridin-3-yl)pyrimidin-2-yl)amino)phenyl)but-2-ynamide